2,4-difluorophenylmagnesium bromide FC1=C(C=CC(=C1)F)[Mg]Br